NCC1CCCCC1 4-(aminomethyl)cyclohexane